3-(3-fluoro-2-oxo-indole-3-yl)-quinolinone FC1(C(NC2=CC=CC=C12)=O)C=1C(NC2=CC=CC=C2C1)=O